ethyl (E)-3-(3-(4-(trifluoromethyl)benzyl)phenyl)acrylate FC(C1=CC=C(CC=2C=C(C=CC2)/C=C/C(=O)OCC)C=C1)(F)F